FC(CN1N=CC=2C1=CN=C(C2)C=O)(C)F 1-(2,2-difluoropropyl)-1H-pyrazolo[3,4-c]pyridine-5-carbaldehyde